C1=CC=CC=2C3=CC=CCC3=CC12 8H-fluorene